ClC1=C2C(=NC=C1)[C@@H](CC2)C#N |r| rac-4-chloro-6,7-dihydro-5H-cyclopenta[b]pyridine-7-carbonitrile